1-(4-nitrophenyl)-6,7-dihydro-4H-pyrano[4,3-c]pyrazole-3-carboxylic acid [N+](=O)([O-])C1=CC=C(C=C1)N1N=C(C2=C1CCOC2)C(=O)O